1-ethynyl-1-cycloheptanol C(#C)C1(CCCCCC1)O